CC1=NN(C2=CC=CC(=C12)C=1C=NN(C1)CC1CCNCC1)C1C(NC(CC1)=O)=O 3-(3-methyl-4-(1-(piperidin-4-ylmethyl)-1H-pyrazol-4-yl)-1H-indazol-1-yl)piperidine-2,6-dione